p-tolyl isocyanate CC1=CC=C(C=C1)N=C=O